C1(=CC=CC=C1)N(C1=CC=C2C=3C=CC(=CC3N(C2=C1)CC)C=O)C1=CC=CC=C1 7-(diphenylamino)-9-ethyl-9H-carbazole-2-carbaldehyde